ditert-butyl (2S)-4-(2-chloroethyl)piperazine-1,2-dicarboxylate ClCCN1C[C@H](N(CC1)C(=O)OC(C)(C)C)C(=O)OC(C)(C)C